C(C1=CC=CC=C1)C=1C=NN(C1)C(=O)N[C@@H]1C(N(C2=C(OC1)C=CC(=C2)N2CC1(C2)CCOCC1)C)=O (S)-4-Benzyl-N-(5-methyl-4-oxo-7-(7-oxa-2-azaspiro[3.5]nonan-2-yl)-2,3,4,5-tetrahydrobenzo[b][1,4]oxazepin-3-yl)-1H-pyrazole-1-carboxamide